O[C@]1(CO[C@@H]([C@H]1O)CO)C (3S,4R,5R)-3,4-dihydroxy-5-(hydroxymethyl)-3-methyldihydrofuran